(S)-1'-(6-((2-(trifluoromethyl)pyridin-3-yl)thio)pyrido[2,3-b]pyrazin-2-yl)-5,7-dihydrospiro[cyclopenta[b]pyridine-6,4'-piperidin]-5-amine FC(C1=NC=CC=C1SC=1C=CC=2C(=NC=C(N2)N2CCC3(CC2)[C@@H](C=2C(=NC=CC2)C3)N)N1)(F)F